FC(OC=1C=C(OC=2NC(=CN2)C(=O)[O-])C=CC1)(F)F 2-[3-(trifluoromethoxy)phenoxy]-1H-imidazole-5-carboxylate